6-((2-(methoxymethoxy)ethyl)sulfonylamino)-2-(6-azaspiro[2.5]oct-6-yl)nicotinamide methyl-2-(((tert-butoxycarbonyl)amino)methyl)-2-(6-(trifluoromethyl)pyridin-3-yl)butanoate COC(C(CC)(C=1C=NC(=CC1)C(F)(F)F)CNC(=O)OC(C)(C)C)=O.COCOCCS(=O)(=O)NC1=NC(=C(C(=O)N)C=C1)N1CCC2(CC2)CC1